C(C(C)C)(=O)OC(C(=O)OC)(C)C methyl α-isobutyryloxyisobutyrate